NC=1C(=C(C=CC1Br)CN(C(=O)C=1C=NC(=CC1)C1CC1)C1=C(C=C(C=C1)F)S(=O)(=O)C)F N-[(3-amino-4-bromo-2-fluorophenyl)methyl]-6-cyclopropyl-N-(4-fluoro-2-methanesulfonylphenyl)pyridine-3-carboxamide